N-(4,4-difluorocyclohexyl)-6-(1-fluoroethyl)-2-(4-methylthiazol-2-yl)pyrimidin-4-amine FC1(CCC(CC1)NC1=NC(=NC(=C1)C(C)F)C=1SC=C(N1)C)F